ClC=1C(=NN(C1C)C=1C=C(C(=O)N(C2=CC3=C(OC(C(O3)(F)F)(F)F)C=C2)C)C=CC1)C 3-(4-chloro-3,5-dimethyl-pyrazol-1-yl)-N-methyl-N-(2,2,3,3-tetrafluoro-1,4-benzodioxin-6-yl)benzamide